ClC1=NC(=NC(=N1)C1=CC=CC=C1)C1=CC(=CC=C1)C12C[C@H]3C[C@H](C31)C2 2-chloro-4-phenyl-6-(3-((3R,5S,6r)-tricyclo[3.1.1.03,6]heptan-1-yl)phenyl)-1,3,5-triazine